N(=[N+]=[N-])CCCCCCCCCCCBr 1-azido-11-bromoundecane